4-(5-Ferrocenyl-1-phenyl-4,5-dihydro-1H-pyrazol-3-yl)chromen-2-one [C-]1(C=CC=C1)C1CC(=NN1C1=CC=CC=C1)C1=CC(OC2=CC=CC=C12)=O.[CH-]1C=CC=C1.[Fe+2]